(S)-4-((6-fluoropyridin-3-yl)methyl)-N-(7-(3-hydroxy-3-methylbut-1-yn-1-yl)-5-methyl-4-oxo-2,3,4,5-tetrahydrobenzo[b][1,4]oxazepin-3-yl)-1H-pyrazole-1-carboxamide FC1=CC=C(C=N1)CC=1C=NN(C1)C(=O)N[C@@H]1C(N(C2=C(OC1)C=CC(=C2)C#CC(C)(C)O)C)=O